C(C)C1=NN(C(=C1N)CC)CCOCCOC 3,5-diethyl-1-[2-(2-methoxyethoxy)ethyl]pyrazol-4-amine